(S)-1-(3-(4-amino-3-((6-chloro-1-methyl-1H-benzo[d]imidazol-5-yl)ethynyl)-7-(cyclopropanecarbonyl)-1H-pyrazolo[4,3-c]pyridin-1-yl)pyrrolidin-1-yl)prop-2-en-1-one NC1=NC=C(C2=C1C(=NN2[C@@H]2CN(CC2)C(C=C)=O)C#CC2=CC1=C(N(C=N1)C)C=C2Cl)C(=O)C2CC2